FC1(CN(CC2=C1N=C(NC2=O)C2(CC2)C2=CC=CC=C2)C(CC2=CC(=CC=C2)C(F)(F)F)=O)F 8,8-difluoro-2-(1-phenylcyclopropyl)-6-(2-(3-(trifluoromethyl)phenyl)acetyl)-5,6,7,8-tetrahydropyrido[4,3-d]pyrimidin-4(3H)-one